tert-butyl 3-bromo-6-((2,2,2-trifluoroethoxy)methyl)-2-hydroxybenzoate BrC=1C(=C(C(=O)OC(C)(C)C)C(=CC1)COCC(F)(F)F)O